CC[C@@H](C)[C@@H](C(=O)[O-])[NH3+] The molecule is an amino acid zwitterion resulting from a transfer of a proton from the carboxy group to the amino group of L-alloisoleucine; major species at pH 7.3. It is an enantiomer of a D-alloisoleucine zwitterion. It is a tautomer of a L-alloisoleucine.